[Hg].[Se].[Hg] mercury-selenium mercury